FC(C1=NN=C(O1)C=1C=CC(=NC1)CN1C(C2=CC=C(C=C2C(C1=O)(C)C)C=1CCN(CC1)C(=O)OC(C)(C)C)=O)F tert-butyl 4-(2-((5-(5-(difluoromethyl)-1,3,4-oxadiazole-2-yl)pyridine-2-yl)methyl)-4,4-dimethyl-1,3-dioxo-1,2,3,4-tetrahydroisoquinoline-6-yl)-3,6-dihydropyridine-1(2H)-carboxylate